[F-].C(CCCCCCCCCCC)[NH+]1CC(CC1)CCCC 1-Dodecyl-3-butylpyrrolidinium fluorid